FC1=CC=CC=2N=C(SC21)N(CCC2=CC=C(C=C2)OC)CC=2C=C1CN(CC1=CC2)C(=O)N 5-(((7-fluorobenzo[d]thiazol-2-yl)(4-methoxyphenethyl)amino)-methyl)isoindoline-2-carboxamide